(3R,4R)-4-methyl-3-(methyl-(7-(2-(3-phenoxyphenyl)propanoyl)-7H-pyrrolo[2,3-d]pyrimidin-4-yl)amino)piperidin C[C@H]1[C@H](CNCC1)N(C=1C2=C(N=CN1)N(C=C2)C(C(C)C2=CC(=CC=C2)OC2=CC=CC=C2)=O)C